2-[(4R)-8-fluoro-2-[4-(3-methoxyphenyl)piperazin-1-yl]-3-[2-methoxy-5-(trifluoromethyl)phenyl]-3,4-dihydroquinazolin-4-yl]acetic acid FC=1C=CC=C2[C@H](N(C(=NC12)N1CCN(CC1)C1=CC(=CC=C1)OC)C1=C(C=CC(=C1)C(F)(F)F)OC)CC(=O)O